C12C(CC(CC1)C2)CC=O 2-norbornan-2-yl-acetaldehyde